4-[2-methyl-4-(4-pyridinyl)pyrazol-3-yl]phenol CN1N=CC(=C1C1=CC=C(C=C1)O)C1=CC=NC=C1